(1S,3S)-3-((6-(5-(((3,3-dimethylpiperidine-1-carbonyl)oxy)methyl)-1-methyl-1H-1,2,3-triazol-4-yl)-2-methylpyridin-3-yl)oxy)cyclohexane-1-carboxylic acid CC1(CN(CCC1)C(=O)OCC1=C(N=NN1C)C1=CC=C(C(=N1)C)O[C@@H]1C[C@H](CCC1)C(=O)O)C